1-(5-{methyl[(3S)-piperidin-3-yl]amino}[1,3]thiazolo[5,4-d][1,3]thiazol-2-yl)-4-(1H-pyrazol-4-yl)pyridin-2(1H)-one CN(C=1SC2=C(N1)SC(=N2)N2C(C=C(C=C2)C=2C=NNC2)=O)[C@@H]2CNCCC2